CN(CCNCCN)C dimethyl-diethylenetriamine